ethyl (E)-3-(3,5-dibromophenyl)but-2-enoate BrC=1C=C(C=C(C1)Br)/C(=C/C(=O)OCC)/C